methyl (S,E)-8-(2,4-dichlorophenyl)-9-(4-((1-(4-(dimethylamino)-4-oxobut-2-en-1-yl)pyrrolidin-3-yl)oxy)phenyl)-6,7-dihydro-5H-benzo[7]annulene-3-carboxylate ClC1=C(C=CC(=C1)Cl)\C=1\CCCC2=C(/C1/C1=CC=C(C=C1)O[C@@H]1CN(CC1)CC=CC(=O)N(C)C)C=CC(=C2)C(=O)OC